SCCSCC (mercaptoethylthiomethyl)methane